N-(aminoiminomethyl)-2-aminoethanoic acid NN=CNCC(=O)O